1-(4-(5-(5-(2,3-dimethylphenyl)-6-methoxy-1H-pyrazolo[4,3-b]pyridin-3-yl)pyridin-2-yl)piperidin-1-yl)-2-hydroxyethan-1-one CC1=C(C=CC=C1C)C1=C(C=C2C(=N1)C(=NN2)C=2C=CC(=NC2)C2CCN(CC2)C(CO)=O)OC